N-(3-Fluorobenzyl)-1-(1-(naphthalen-1-yl)ethyl)pyrrolidine-3-carboxamide FC=1C=C(CNC(=O)C2CN(CC2)C(C)C2=CC=CC3=CC=CC=C23)C=CC1